strontium(II) carbonate salt C([O-])([O-])=O.[Sr+2]